2,4-dimethyl-5-(6-(7-methyl-[1,2,4]triazolo[4,3-b]pyridazin-6-yl)-5,6,7,8-tetrahydro-1,6-naphthyridin-3-yl)thiazole CC=1SC(=C(N1)C)C=1C=NC=2CCN(CC2C1)C=1C(=CC=2N(N1)C=NN2)C